CC1(OC[C@@H](O1)C(=O)N1CCC(CC1)[C@H](N[S@@](=O)C(C)(C)C)C1=C(C=C(C(=C1)C)C)OCC=C)C (S)-N-[(S)-[1-[(4R)-2,2-dimethyl-1,3-dioxolane-4-carbonyl]piperidin-4-yl][4,5-dimethyl-2-(prop-2-en-1-yloxy)phenyl]methyl]-2-methylpropane-2-sulfinamide